BrCC1=CC(=CC=C1)S(=O)(=O)C1CC1 1-(bromomethyl)-3-(cyclopropylsulfonyl)benzene